N-(5-amino-7-fluoro-4-oxo-3,4-dihydro-2H-chromen-8-yl)acetamide NC1=C2C(CCOC2=C(C(=C1)F)NC(C)=O)=O